nonyl octanedioate C(CCCCCCC(=O)[O-])(=O)OCCCCCCCCC